1-cyclopentyl-6-fluoro-7-(hydroxymethyl)-2-methylquinolin-4(1H)-one C1(CCCC1)N1C(=CC(C2=CC(=C(C=C12)CO)F)=O)C